ethyl 1-(thieno[2,3-c]pyridin-7-yl)-5-(trifluoromethyl)-1H-pyrazole-4-carboxylate S1C=CC=2C1=C(N=CC2)N2N=CC(=C2C(F)(F)F)C(=O)OCC